C1(=CC=CC=C1)C1=C(C(=C2C(=C1)N=C1C=CC3=C4C=CC=CC4=NC3=C12)N1NN=C(C(=C1C1=CC=CC=C1)C1=CC=CC=C1)C1=C2C(=CC(=C1C1=CC=CC3=CC=CC=C13)C1=CC=CC=C1)N=C1C=CC3=C4C=CC=CC4=NC3=C12)C1=NC2=CC=CC=C2C=C1 (phenyl)(quinolyl)indolocarbazolyl-di(phenyl)[(phenyl)(naphthyl)indolocarbazolyl]triazine